BrC=1C(=C(C=C(C1)Br)NC(=O)NC1=CC(=CC(=C1)OC(F)(F)F)Cl)CO 1-(3,5-dibromo-2-hydroxymethylphenyl)-3-(3-chloro-5-trifluoromethoxyphenyl)urea